O=C1[C@](CCCC1)(C1=CC=C(C=C1)C(F)(F)F)NC([O-])=O (S)-(2-oxo-1-(4-(trifluoromethyl)phenyl)cyclohexyl)carbamate